ClC1=C(C=CC(=C1)Cl)[C@@H](C)N1N=C(C2=NC=C(N=C21)N2CC(C2)[C@@H]2CN(CCC2)CCO)C=C 2-[(3R)-3-(1-{1-[(1R)-1-(2,4-dichlorophenyl)ethyl]-3-vinylpyrazolo[4,3-b]pyrazin-6-yl}azetidin-3-yl)piperidin-1-yl]ethan-1-ol